1-Azido-14-bromo-3,6,9,12-tetraoxatetradecane N(=[N+]=[N-])CCOCCOCCOCCOCCBr